tert-butyl 3-(4-((3-acetoxy-3-methylazetidin-1-yl)methyl)-2-fluorophenyl)-azetidine-1-carboxylate C(C)(=O)OC1(CN(C1)CC1=CC(=C(C=C1)C1CN(C1)C(=O)OC(C)(C)C)F)C